ClC=1C=C(OCC(=O)NC=2N=NC(=CC2)OC)C=C(C1CC1=CC(=C(C=C1)O)C(C)C)Cl 2-(3,5-Dichloro-4-(4-hydroxy-3-isopropylbenzyl)phenoxy)-N-(6-methoxypyridazin-3-yl)acetamide